BrC=1C=C2C(=NC1)C(=CN2C(=O)OC(C)(C)C)F tert-butyl 6-bromo-3-fluoropyrrolo[3,2-b]pyridine-1-carboxylate